5-bromo-2-(2,5-dimethyl-1H-pyrrol-1-yl)thiophene BrC1=CC=C(S1)N1C(=CC=C1C)C